disodium hydroxyethylidenediphosphonate OCC(P(O)(O)=O)P([O-])([O-])=O.[Na+].[Na+]